[Cl].O water chlorine